C1[C@@H]([C@H]([C@@H]([C@H](C1=O)O)O)O)COP(=O)(O)O The molecule is a cyclitol phosphate that is validone carrying a single monophosphate substituent at position 7. It is a cyclitol phosphate, a triol and a hydroxycyclohexanone. It derives from a validone. It is a conjugate acid of a validone 7-phosphate(2-).